3,5-dichloro-pyrazine-2-carbonitrile ClC=1C(=NC=C(N1)Cl)C#N